(1H-pyrrol-3-yl)methanamine N1C=C(C=C1)CN